[(3S,9aS)-3-fluoro-3-[6-(trifluoromethyl)-3-pyridyl]-1,4,6,7,9,9a-hexahydropyrazino[2,1-c][1,4]oxazin-8-yl]-[2-chloro-3-(3-fluoro-1H-pyrazol-4-yl)phenyl]methanone F[C@]1(CN2[C@H](CO1)CN(CC2)C(=O)C2=C(C(=CC=C2)C=2C(=NNC2)F)Cl)C=2C=NC(=CC2)C(F)(F)F